N-{5-[(2-methoxyethyl)(methyl)amino]pyridin-2-yl}azetidine-3-carboxamide trifluoroacetate FC(C(=O)O)(F)F.COCCN(C=1C=CC(=NC1)NC(=O)C1CNC1)C